(E)-quinuclidin N12CCC(CC1)CC2